6-methyl-2-(methylthio)-3-phenyl-1-tosyl-1H-indole-d CC=1C=C(C=2C(=C(N(C2C1)S(=O)(=O)C1=CC=C(C)C=C1)SC)C1=CC=CC=C1)[2H]